methoxymethyl 3,5-diethyl-4-((4-hydroxy-2,3,6-trimethylbenzoyl)oxy)-2,6-dimethylbenzoate C(C)C=1C(=C(C(=O)OCOC)C(=C(C1OC(C1=C(C(=C(C=C1C)O)C)C)=O)CC)C)C